di(methyl)tert-butyl-(isobutoxy)silane C[Si](OCC(C)C)(C(C)(C)C)C